CC1=C(CNC(CN2N=C(C(=C2)C2=CC=NC3=CC=CC=C23)C2=NC=CC=C2)=O)C(=CC=C1)C N-(2,6-dimethylbenzyl)-2-(3-(pyridin-2-yl)-4-(quinolin-4-yl)-1H-pyrazol-1-yl)acetamide